CNC1=CC(=CC=C1C(=O)Cl)NC 6,4-dimethylaminobenzoyl chloride